C(=O)(OC(C)(C)C)N1[C@@H](CCCC1)CN (S)-1-N-Boc-2-(aminomethyl)piperidine